CC(C(=O)N1N=C(C=C1N(C)CC1=CC=C(C=C1)C(N)=N)C1NCCN(C1)C(=O)N1CCCC1)(C)C 4-({[1-(2,2-dimethylpropanoyl)-3-[4-(pyrrolidine-1-carbonyl)piperazin-2-yl]-1H-pyrazol-5-yl](methyl)amino}methyl)benzene-1-carboximidamide